9-bromo-N-[2-(2,6-dioxopiperidin-3-yl)-1,3-dioxoisoindolin-4-yl]nonanamide BrCCCCCCCCC(=O)NC1=C2C(N(C(C2=CC=C1)=O)C1C(NC(CC1)=O)=O)=O